ClC=1C=CC(=C(C1)C1=C2C(=NC(=C1)C)C(=CS2)C(=O)OC)OCCN2C(=NC=1CCC3(CNC3)CC1C2=O)C Methyl 7-[5-chloranyl-2-[2-(2-methyl-4-oxidanylidene-spiro[7,8-dihydro-5H-quinazoline-6,3'-azetidine]-3-yl)ethoxy]phenyl]-5-methyl-thieno[3,2-b]pyridine-3-carboxylate